N-(2-((5-(5-(difluoromethyl)-1,3,4-oxadiazol-2-yl)pyrimidin-2-yl)amino)-2-(4-fluorophenyl)ethyl)-N-(2,2,2-trifluoroethyl)methanesulfonamide FC(C1=NN=C(O1)C=1C=NC(=NC1)NC(CN(S(=O)(=O)C)CC(F)(F)F)C1=CC=C(C=C1)F)F